{1-{1-[2-fluoro-5-(trifluoromethyl)benzoyl]piperidin-4-yl}-3-[3-(7H-pyrrolo[2,3-d]pyrimidin-4-yl)-1H-pyrrol-1-yl]azetidin-3-yl}acetonitrile FC1=C(C(=O)N2CCC(CC2)N2CC(C2)(N2C=C(C=C2)C=2C3=C(N=CN2)NC=C3)CC#N)C=C(C=C1)C(F)(F)F